lithium para-phenylene diacetate C(C)(=O)OC1=CC=C(C=C1)OC(C)=O.[Li]